BrC1=C(C=CC=C1)C=CC(=O)C1=CC=C(C=C1)OCC(=O)N1CCN(CC1)S(=O)(=O)C1=CC=C(C=C1)[N+](=O)[O-] 3-(2-bromophenyl)-1-(4-(2-(4-((4-nitrophenyl)sulfonyl)piperazin-1-yl)-2-oxoethoxy)phenyl)prop-2-en-1-one